FC(C(=O)O)(F)F.OC(COC=1C=CC=2N(C1)N=CC2C#N)(C)C 6-(2-hydroxy-2-methylpropyloxy)pyrazolo[1,5-a]Pyridine-3-carbonitrile trifluoroacetate